Cl.NC=1C(=C(CC=2C(=C(C(=C(C(=O)O)C2)NC2=C(C=C(C=C2)I)F)F)F)C=CC1)F 5-(3-amino-2-fluorobenzyl)-3,4-difluoro-2-((2-fluoro-4-iodophenyl)amino)benzoic acid hydrochloride